C12(CC(C1)C2)C(C=2N=C1N(N2)[C@@H](C[C@@H]1F)C1=CC=CC=C1)(F)F |r| rac-(5S,7S)-2-[1-bicyclo[1.1.1]pentanyl(difluoro)methyl]-7-fluoro-5-phenyl-6,7-dihydro-5H-pyrrolo[1,2-b][1,2,4]triazole